[8-(trifluoromethyl)-6-quinolyl]boranediol FC(C=1C=C(C=C2C=CC=NC12)B(O)O)(F)F